O[C@H]1C[C@H](CC1)C=1C(=C(N(N1)C(C)(C)C)NC1=CC2=C(CS(C2)(=O)=O)C=C1)C 5-({5-[(1S,3R)-3-hydroxycyclopentyl]-4-methyl-2-(2-methylpropan-2-yl)pyrazol-3-yl}amino)-1,3-dihydro-2λ6-benzo[C]thiophene-2,2-dione